5-(2-(3-(Morpholinomethyl)phenyl)-1H-pyrrolo[2,3-b]pyridin-4-yl)-7-phenyl-1H-indazol-3-amine O1CCN(CC1)CC=1C=C(C=CC1)C1=CC=2C(=NC=CC2C=2C=C3C(=NNC3=C(C2)C2=CC=CC=C2)N)N1